ClC=1C=C(C=NC1N1N=CC=N1)NC(=O)C=1C=NN(C1C(F)(F)F)C1=CC=CC=2N1C=C(N2)C N-(5-chloro-6-(2H-1,2,3-triazol-2-yl)pyridin-3-yl)-1-(2-methylimidazo[1,2-a]pyridin-5-yl)-5-(trifluoromethyl)-1H-pyrazole-4-carboxamide